C(CCCC)C=1CC2=CC3=CC=CC=C3C=C2CC1 2-amyl-1,4-dihydroanthracene